FC1=C(C=CC=C1)N1[N+](=C2C(C=3C(=[N+](ON3)[O-])CC2C2=CC=CC=C2)=N1)[O-] 7-(2-fluorophenyl)-5-phenyl-5,7-dihydro-4H-[1,2,3]triazolo[4',5':3,4]benzo[1,2-c][1,2,5]oxadiazole 3,6-dioxide